3-(5-((2-(4-((4'-chloro-[1,1'-biphenyl]-2-yl)methyl)piperazin-1-yl)ethyl)amino)-2-Methyl-4-oxoquinazolin-3(4H)-yl)piperidine-2,6-dione ClC1=CC=C(C=C1)C1=C(C=CC=C1)CN1CCN(CC1)CCNC1=C2C(N(C(=NC2=CC=C1)C)C1C(NC(CC1)=O)=O)=O